3-(7-((1-methylpiperidin-4-yl)amino)-1-oxido-3-(2,2,2-trifluoroethyl)benzo[b]thiophen-2-yl)prop-2-yn CN1CCC(CC1)NC1=CC=CC2=C1S(C(=C2CC(F)(F)F)C#CC)=O